C(CCC)N(C=1C=C2C=CC(=CC2=CC1)C=CC1=CCN(C=C1)CCCS(=O)(=O)O)CCCC 4-[2-[6-(dibutylamino)-2-naphthyl]-vinyl]-1-(3-sulfopropyl)pyridine